8-(2,2-Dimethylpropyl)-2-{[(1R)-1-phenylethyl]amino}pyrido[2,3-d]pyrimidin-7(8H)-on CC(CN1C(C=CC2=C1N=C(N=C2)N[C@H](C)C2=CC=CC=C2)=O)(C)C